BrC1=C(N(N=C1C1=CC=NC=C1)C(CN(C)C)C#N)C(=O)OC Methyl 4-bromo-2-[1-cyano-2-(dimethylamino)ethyl]-5-(pyridin-4-yl)pyrazole-3-carboxylate